N-(7-chloro-6-(1-(oxetan-3-yl)piperidin-4-yl)isoquinolin-3-yl)-1-fluorocyclopropane-1-carboxamide ClC1=C(C=C2C=C(N=CC2=C1)NC(=O)C1(CC1)F)C1CCN(CC1)C1COC1